CN1C=NC=2CN(CCC21)C(=O)[O-] 1-methyl-6,7-dihydro-1H-imidazo[4,5-c]pyridine-5(4H)-carboxylate